acryloyloxy-2-methyladamantane C(C=C)(=O)OC12C(C3CC(CC(C1)C3)C2)C